COC=1C=C(C(=O)N)C=C(C1OC)OC 3,4,5-trimethoxybenzamide